4-methyl-6-(Trimethyl-stannyl)pyrimidine CC1=NC=NC(=C1)[Sn](C)(C)C